triphenylmethylium tetrakis(2,3,4,5-tetrafluorophenyl)borate benzyl-N-[3-[3-[3-fluoro-5-(1-hydroxyethyl)-4-methyl-phenyl]-1-tetrahydropyran-2-yl-indazol-5-yl]oxypropyl]carbamate C(C1=CC=CC=C1)OC(NCCCOC=1C=C2C(=NN(C2=CC1)C1OCCCC1)C1=CC(=C(C(=C1)C(C)O)C)F)=O.FC1=C(C=C(C(=C1F)F)F)[B-](C1=C(C(=C(C(=C1)F)F)F)F)(C1=C(C(=C(C(=C1)F)F)F)F)C1=C(C(=C(C(=C1)F)F)F)F.C1(=CC=CC=C1)[C+](C1=CC=CC=C1)C1=CC=CC=C1